methyl 2-amino-3-methyl-3-tritylsulfanyl-butanoate NC(C(=O)OC)C(C)(SC(C1=CC=CC=C1)(C1=CC=CC=C1)C1=CC=CC=C1)C